4-(8-((6-(benzyloxy)hexyl)oxy)-4-chloro-1-methylphthalazin-6-yl)morpholine (4-((2-(2,6-dioxopiperidin-3-yl)-1-oxoisoindolin-4-yl)amino)butyl)carbamate O=C1NC(CCC1N1C(C2=CC=CC(=C2C1)NCCCCNC(O)=O)=O)=O.C(C1=CC=CC=C1)OCCCCCCOC=1C=C(C=C2C(=NN=C(C12)C)Cl)N1CCOCC1